The molecule is a prostaglandin Falpha obtained by formal oxidation of the 15-hydroxy group and hydrogenation of the 13,14-double bond of prostaglandin F2alpha. It has a role as a metabolite. It is a prostaglandins Falpha and a ketone. It derives from a prostaglandin F2alpha. It is a conjugate acid of a 13,14-dihydro-15-keto-PGF2alpha(1-). CCCCCC(=O)CC[C@H]1[C@@H](C[C@@H]([C@@H]1C/C=C\\CCCC(=O)O)O)O